BrC1=C(C2=C(N(C(=N2)COC)C)C=C1C(F)(F)F)CO (5-bromo-2-(methoxymethyl)-1-methyl-6-(trifluoromethyl)-1H-benzo[d]imidazol-4-yl)methanol